O=C1NC2=C(C3=CC=CC=C13)N(C1=CC3=C(C=C12)OCO3)CCCCCC(=O)NNCCC 6-(5-oxo-5,6-dihydro-12H-[1,3]dioxolo[4',5':5,6]indolo[3,2-c]isoquinolin-12-yl)-N'-propylhexanehydrazide